C(C)(C)(C)OC(=O)N1CC(=C(CC1)COC(F)F)C1=CC=C(C=C1)C#N 3-(4-cyanophenyl)-4-((difluoromethoxy)methyl)-5,6-dihydropyridine-1(2H)-carboxylic acid tert-butyl ester